acryl-maleate C(=O)(C=C)/C(/C(=O)[O-])=C/C(=O)[O-]